C(C)(=O)[C@@]([C@]([C@@]([C@@](C(=O)C(C)=O)(N=[N+]=[N-])N)(O)C(C)=O)(O)C(C)=O)(O)CO tetra-acetyl-2-amino-2-deoxy-2-azido-mannose